N1C(=NC2=C1C=CC=C2)C2=CC(=NN2CCO)NC(=O)C=2C=NC(=CC2)Cl N-[5-(1H-benzimidazol-2-yl)-1-(2-hydroxyethyl)pyrazol-3-yl]-6-chloro-pyridine-3-carboxamide